BrC=1N=C2C(=C(C(N(C2=CC1)C)=O)C#N)N1C[C@H]([C@@H](CC1)OC1=CC=C(C=C1)C(C)(C)CC)C |r| (+/-)-6-bromo-1-methyl-4-((3R,4R)-3-methyl-4-(4-(tert-pentyl)phenoxy)piperidin-1-yl)-2-oxo-1,2-dihydro-1,5-naphthyridine-3-carbonitrile